N-(3-(1H-imidazol-2-yl)phenyl)-5-(tetrahydro-2H-pyran-4-yl)pyrazolo[1,5-a]pyrimidine-3-carboxamide N1C(=NC=C1)C=1C=C(C=CC1)NC(=O)C=1C=NN2C1N=C(C=C2)C2CCOCC2